ClC=1C=CC(=C(C1)C=1C=C(C=2OCCN(C2N1)C(=O)OC(C)(C)C)C=1C=NC(=C(C1)N)N)F tert-butyl 6-(5-chloro-2-fluorophenyl)-8-(5,6-diaminopyridin-3-yl)-2H,3H,4H-pyrido[3,2-b][1,4]oxazine-4-carboxylate